FC([C@H]1N(C(OC1)=C=O)C=1N=C2N(CCOC3=C2C=CC(=C3)N3[C@@H](CCC3)C(=O)N)C1F)F (S)-1-(2-((S)-4-(difluoromethyl)-2-carbonyloxazolidin-3-yl)-3-fluoro-5,6-dihydrobenzo[f]imidazo[1,2-d][1,4]oxazepin-9-yl)pyrrolidine-2-carboxamide